C(\C=C\C(=O)O)(=O)O.FC1=C(C=CC=C1)C1=CC(=CN1S(=O)(=O)C=1C=NC=CC1)CNC 1-[5-(2-fluorophenyl)-1-(pyridin-3-ylsulfonyl)-1H-pyrrol-3-yl]-N-methylmethylamine fumarate